tert-butyl 4-(7-methyl-[1,2,4]triazolo[1,5-a]pyridin-6-yl)piperidine-1-carboxylate CC1=CC=2N(C=C1C1CCN(CC1)C(=O)OC(C)(C)C)N=CN2